C12(CCC(C1)C2)COC=2C=C1CCN3[C@@H](C1=CC2OC)C[C@H]([C@@H](C3)OC(C)(C)C)O (2R,3R,11bR)-9-(bicyclo[2.1.1]hexan-1-ylmethoxy)-3-(tert-butoxy)-10-methoxy-1,3,4,6,7,11b-hexahydro-2H-pyrido[2,1-a]isoquinolin-2-ol